N-methyl-carbazole trans-4-((4-(2-Cyclopropyloxazol-4-yl)pyridin-2-yl)(((trans)-4-(4-methoxy-3-methylphenyl)cyclohexyl)methyl)carbamoyl)cyclohexyl-oxetan-3-ylcarbamate C1(CC1)C=1OC=C(N1)C1=CC(=NC=C1)N(C(=O)[C@@H]1CC[C@H](CC1)N(C(O)=O)C1COC1)C[C@@H]1CC[C@H](CC1)C1=CC(=C(C=C1)OC)C.CN1C2=CC=CC=C2C=2C=CC=CC12